O=C1NC(CCC1N1C(C2=CC(=C(C=C2C1=O)F)N1C2CN(CC1C2)CC2=C(CC(CC2)(C)C)C2=CC=C(C=C2)F)=O)=O 2-(2,6-dioxopiperidin-3-yl)-5-fluoro-6-(3-((4'-fluoro-5,5-dimethyl-3,4,5,6-tetrahydro-[1,1'-biphenyl]-2-yl)methyl)-3,6-diazabicyclo[3.1.1]heptan-6-yl)isoindoline-1,3-dione